tert-butyl 2-((4-methoxybenzyl)thio)-5H-pyrrolo[2,3-b]pyrazine-5-carboxylate COC1=CC=C(CSC=2N=C3C(=NC2)N(C=C3)C(=O)OC(C)(C)C)C=C1